[4-[(2-amino-[1,2,4]triazolo[1,5-a]pyridin-6-yl)methyl]cyclohexyl]-[(3S)-3-(6-methylpyridin-3-yl)-1,2-oxazolidin-2-yl]methanone NC1=NN2C(C=CC(=C2)CC2CCC(CC2)C(=O)N2OCC[C@H]2C=2C=NC(=CC2)C)=N1